C(C)OCCOCCN1N=C(C(=C1CC)NC(=O)C=1C=CN2C3=C(CCC12)C=NC(=N3)NC3=C(C=C(C=C3)N3CCN(CC3)C(COC)=O)OC)CC N-[1-[2-(2-ethoxyethoxy)ethyl]-3,5-diethyl-pyrazol-4-yl]-2-[2-methoxy-4-[4-(2-methoxyacetyl)piperazin-1-yl]anilino]-5,6-dihydropyrimido[4,5-e]indolizine-7-carboxamide